tert-butyl N-[3-[3-propylamino]propyl]carbamate CCCNCCCNC(OC(C)(C)C)=O